2-(3-morpholino-5-(trifluoromethyl)phenyl)quinazolin-7-amine O1CCN(CC1)C=1C=C(C=C(C1)C(F)(F)F)C1=NC2=CC(=CC=C2C=N1)N